5-fluoro-4-hydroxybenzonitrile FC=1C(=CC=C(C#N)C1)O